N-(4-(5-Methylthiophen-2-yl)thiazol-2-yl)-2-((4-oxo-3-phenethyl-3,4-dihydropteridin-2-yl)thio)acetamide CC1=CC=C(S1)C=1N=C(SC1)NC(CSC1=NC2=NC=CN=C2C(N1CCC1=CC=CC=C1)=O)=O